C(#N)N1CC(CC1)C(=O)NC1=NC=C(C=C1)OC 1-cyano-N-(5-methoxypyridin-2-yl)pyrrolidine-3-carboxamide